3-(4'-chloro-1',2'-dihydrospiro[cyclopropane-1,3'-pyrrolo[2,3-b]pyridin]-5'-yl)-2-fluorobenzoate ClC1=C2C(=NC=C1C=1C(=C(C(=O)[O-])C=CC1)F)NCC21CC1